C(C)(C)(C)[Si](OC(CN(CCCOC(=O)N[C@H](C(=O)OCCCN(CC(CCCCCCCCCC)O[Si](C(C)(C)C)(C)C)CC(CCCCCCCCCC)O[Si](C)(C)C(C)(C)C)CCC1=CC=CC=C1)CC(CCCCCCCCCC)O[Si](C(C)(C)C)(C)C)CCCCCCCCCC)(C)C 3-(bis{2-[(tert-butyl)bis(methyl)siloxy]dodecyl}amino)propyl (S)-2-{[3-(bis{2-[(tert-butyl)bis(methyl)siloxy]dodecyl}amino)propyl](oxycarbonylamino)}-4-phenylbutyrate